5-(2-methyl-4-(trifluoromethyl)phenyl)-2-methyl-3,4-dihydro-2H-pyrrole CC1=C(C=CC(=C1)C(F)(F)F)C=1CCC(N1)C